2,4-di(4-isopropylphenyl)4-methyl-1-pentene C(C)(C)C1=CC=C(C=C1)C(=C)CC(C)(C)C1=CC=C(C=C1)C(C)C